N'-acetyl-4-amino-N',1-dimethyl-N-((5-(trifluoromethyl)benzo[d]thiazol-2-yl)methyl)-3a,9b-dihydro-1H-pyrazolo[4,3-c]quinoline-8-carbohydrazide C(C)(=O)N(N(C(=O)C1=CC=2C3C(C(=NC2C=C1)N)C=NN3C)CC=3SC1=C(N3)C=C(C=C1)C(F)(F)F)C